2-aminobenzimidazole compound with hydrochloric acid Cl.NC=1NC2=C(N1)C=CC=C2